thieno[3,2-d][1,3]oxazine-2,4(1H)-dione N1C(OC(C2=C1C=CS2)=O)=O